5-fluoro-indole-1-carboxylic acid tert-butyl ester C(C)(C)(C)OC(=O)N1C=CC2=CC(=CC=C12)F